C[C@H]1N(CCOC1)C=1C=C2C3=C(C(=NN3CCCN2S(=O)(=O)C)C2=NNC=C2)N1 (R)-3-methyl-4-(6-(methylsulfonyl)-2-(1H-pyrazol-3-yl)-6,7,8,9-tetrahydro-1,3,6,9a-tetraazabenzo[cd]azulene-4-yl)morpholine